NC1=NC2=C(C(=CC=C2C=C1Cl)C[C@@H]1CC[C@]2([C@@H]1O[C@H]([C@@H]2O)N2C=CC1=C2N=CN=C1N)O)F (2R,3R,3aS,6S,6aR)-6-((2-amino-3-chloro-8-fluoroquinolin-7-yl)methyl)-2-(4-amino-7H-pyrrolo[2,3-d]pyrimidin-7-yl)hexahydro-3aH-cyclopenta[b]furan-3,3a-diol